C1(CC1)CN1C(C=CC2=CC=CC=C12)=O 1-(cyclopropylmethyl)quinolin-2(1H)-one